(2S,5R)-1-(2-(4-((6-(benzyloxy)-2-(4-(methylsulfonyl)benzeneyl)naphthalen-1-yl)oxy)phenoxy)ethyl)-2,5-dimethylpiperazine hydrochloride Cl.C(C1=CC=CC=C1)OC=1C=C2C=CC(=C(C2=CC1)OC1=CC=C(OCCN2[C@H](CN[C@@H](C2)C)C)C=C1)C1=CC=C(C=C1)S(=O)(=O)C